N-benzyl-2-{[(4-methyl-1-piperazinyl)acetyl]amino}-4,5,6,7-tetrahydro-1-benzothiophene C(C1=CC=CC=C1)N(C=1SC2=C(C1)CCCC2)C(CN2CCN(CC2)C)=O